(R)-5-bromo-2-(3-(pyridin-2-yloxy)pyrrolidin-1-yl)benzonitrile BrC=1C=CC(=C(C#N)C1)N1C[C@@H](CC1)OC1=NC=CC=C1